C(N)(=O)C1=CC(=C(OCC=2C3=C(SC2C(=O)OCC)C=CC=C3Cl)C=C1)Cl Ethyl 3-((4-carbamoyl-2-chlorophenoxy)methyl)-4-chlorobenzo[b]thiophene-2-carboxylate